3-(tert-Butyl)-N-(2-(difluoromethyl)-4-(2-(1-isopropyl-1H-pyrazol-4-yl)-3H-imidazo[4,5-b]pyridin-7-yl)benzyl)-1,2,4-oxadiazole-5-carboxamide C(C)(C)(C)C1=NOC(=N1)C(=O)NCC1=C(C=C(C=C1)C1=C2C(=NC=C1)NC(=N2)C=2C=NN(C2)C(C)C)C(F)F